3-(6-((7-(cyclohexylamino)heptyl)amino)-2-oxobenzo[cd]indol-1(2H)-yl)piperidine-2,6-dione C1(CCCCC1)NCCCCCCCNC=1C=2C3=C(C(N(C3=CC1)C1C(NC(CC1)=O)=O)=O)C=CC2